(3R)-3-amino-5-[(4-chlorophenyl)methyl]-8-fluoro-7-[5-(2-hydroxy-1,1-dimethyl-ethyl)-1,2,4-oxadiazol-3-yl]-1,1-dioxo-2,3-dihydro-1λ6,5-benzothiazepin-4-one N[C@H]1CS(C2=C(N(C1=O)CC1=CC=C(C=C1)Cl)C=C(C(=C2)F)C2=NOC(=N2)C(CO)(C)C)(=O)=O